trans-2-(3,3-dimethyl-cyclohexylidene)acetaldehyde CC1(CC(CCC1)=CC=O)C